N-(4-fluorophenyl)-2-methyl-2-(5-(2-methylpyrimidin-4-yl)-5,6,7,8-tetrahydro-1,5-naphthyridin-2-yl)propanamide FC1=CC=C(C=C1)NC(C(C)(C1=NC=2CCCN(C2C=C1)C1=NC(=NC=C1)C)C)=O